(1-(tert-butoxycarbonyl)piperidin-3-yl)acetic acid C(C)(C)(C)OC(=O)N1CC(CCC1)CC(=O)O